(R)-5-methyl-6-(3-(2-phenylmorpholino)-7,8-dihydro-1,6-naphthyridin-6(5H)-yl)nicotinonitrile CC=1C(=NC=C(C#N)C1)N1CC=2C=C(C=NC2CC1)N1C[C@H](OCC1)C1=CC=CC=C1